(2-(6-aminopyrimidin-4-yl)-5-(pyrimidin-5-yl)benzyl)malonic acid NC1=CC(=NC=N1)C1=C(CC(C(=O)O)C(=O)O)C=C(C=C1)C=1C=NC=NC1